C(C1=CC(C(=O)[O-])=CC(C(=O)[O-])=C1)(=O)[O-] trimesat